C(CCCCCCCC)P(CCCCCCCCC)CCCCCCCCC trisnonyl-phosphine